carbonyl-(triphenylphosphine) C(=O)=P(C1=CC=CC=C1)(C1=CC=CC=C1)C1=CC=CC=C1